6-(4,4-difluoropiperidin-1-yl)-N-(4-((2-hydroxyethyl)sulfonamido)-2-(6-azaspiro[2.5]octan-6-yl)phenyl)-4-methylpicolinamide FC1(CCN(CC1)C1=CC(=CC(=N1)C(=O)NC1=C(C=C(C=C1)NS(=O)(=O)CCO)N1CCC2(CC2)CC1)C)F